silver-copper-tin-titanium [Ti].[Sn].[Cu].[Ag]